(1S,3R)-3-((5-(tert-butylamino)-2-(1-(tetrahydro-2H-pyran-2-yl)-1H-pyrazol-5-yl)thieno[3,2-b]pyridin-7-yl)amino)cyclopentanol C(C)(C)(C)NC1=CC(=C2C(=N1)C=C(S2)C2=CC=NN2C2OCCCC2)N[C@H]2C[C@H](CC2)O